cyclopentyl-methyl-sodium C1(CCCC1)C[Na]